ClC=1C(=C2C(=NC1COC)CN(C2)C(=O)O)C 3-chloro-2-(methoxymethyl)-4-methyl-5,7-dihydro-6H-pyrrolo[3,4-b]Pyridine-6-carboxylic acid